[Br-].C1(CCCCC1)N1[N+](=CC=C1)CC(=O)OC1=C(C=CC=C1C)C 1-cyclohexyl-2-(2-(2,6-dimethylphenoxy)-2-oxoethyl)-1H-pyrazol-2-ium bromide